FC=1C=C(C=CC1F)[C@H](CCO)O (S)-1-(3,4-difluorophenyl)propane-1,3-diol